Cl.ClC=1OC2=NC=CC=C2N1 2-Chlorooxazolo[5,4-b]pyridine hydrochloride